rac-tert-butyl (3R,4R)-3-hydroxy-4-(((methylsulfonyl)oxy)-methyl)piperidine-1-carboxylate O[C@H]1CN(CC[C@@H]1COS(=O)(=O)C)C(=O)OC(C)(C)C |r|